(1r,4r)-4-((2-amino-4-(3,5-dimethylisoxazol-4-yl)phenyl)amino)-1-methylcyclohexan-1-ol NC1=C(C=CC(=C1)C=1C(=NOC1C)C)NC1CCC(CC1)(O)C